vinyl ethyl-2-furoate C(C)C1=C(OC=C1)C(=O)OC=C